CN(C(=O)C=1C=NN2C1CN(CC2)C(=O)C=2NC1=CC=CC=C1C2)C2(CC2)C2=NC=CC(=N2)C(=O)O 2-{1-[N-methyl-5-(1H-indole-2-carbonyl)-4H,5H,6H,7H-pyrazolo[1,5-a]pyrazine-3-amido]cyclopropyl}pyrimidine-4-carboxylic acid